C[C@@]12CCC[C@H]1C1=CC=C3C[C@H](CC[C@]3(C)[C@H]1CC2)O androsta-5,7-dien-3β-ol